CC1=C(C(=O)O)C=CC=C1N 2-methyl-aminobenzoic acid